Monomethylhydrazin CNN